C(C)C=1C(NC=2C=C(C=NC2C1)CN1CCN(C2(CCOC2)C1)C=1C=CC(=NC1)C(=O)NC)=O 5-(9-((7-ethyl-6-oxo-5,6-dihydro-1,5-naphthyridin-3-yl)methyl)-2-oxa-6,9-diazaspiro[4.5]decan-6-yl)-N-methylpicolinamide